(R)-4-((3R,5S,7S,8R,9S,10S,13R,14S,17R)-3,7-dihydroxy-10,13-dimethylhexadecahydro-1H-cyclopenta[a]phenanthren-17-yl)-N-(4-(hydroxyamino)-4-oxobutyl)pentanamide O[C@@H]1CC[C@@]2([C@H]3CC[C@@]4([C@H](CC[C@H]4[C@@H]3[C@H](C[C@@H]2C1)O)[C@@H](CCC(=O)NCCCC(=O)NO)C)C)C